S1CC(CC1)OC=1C=C(/C=C/N2C(=CC(C=C2C)=O)C)C=CC1OC (E)-1-(3-(tetrahydrothiophen-3-yl)oxy-4-methoxystyryl)-2,6-dimethylpyridin-4(1H)-one